1,4-bis(2-hydroxyethylthio)butane OCCSCCCCSCCO